COC=1C=C(C=CC1OC)C(=CC(=O)N1CCOCC1)C1=CC=C(C=C1)F 4-[3-(3,4-dimethoxyphenyl)-3-(4-fluorophenyl)acryloyl]morpholine